(Z)-(4-bromo-5-chloro-2-((2-nitrovinyl)amino)phenyl)(cyclopropyl)methanone BrC1=CC(=C(C=C1Cl)C(=O)C1CC1)N\C=C/[N+](=O)[O-]